C(C)N1N=C(C=2CCC(CC12)(C)C)C1=NC(=NO1)N1CCCC2=CC(=CC=C12)CNCCC(=O)O 3-(((1-(5-(1-ethyl-6,6-dimethyl-4,5,6,7-tetrahydro-1H-indazol-3-yl)-1,2,4-oxadiazol-3-yl)-1,2,3,4-tetrahydroquinolin-6-yl)methyl)amino)propionic acid